O=C1NC(CCC1N1C(C2=CC=C(C=C2C1=O)C#CCCCCC(=O)O)=O)=O 7-(2-(2,6-dioxopiperidin-3-yl)-1,3-dioxoisoindolin-5-yl)hept-6-ynoic acid